1-(3-(dimethylamino)propyl)-2,3-dimethyl-1,5,6,7-tetrahydrocyclopenta[b]pyrrolo[3,2-e]pyridin-4-amine CN(CCCN1C(=C(C=2C(=C3C(=NC21)CCC3)N)C)C)C